COCCNCC1=CC=C(C=C1)C#CC1=C(C(=O)N)C=CC=C1 ((4-(((2-methoxyethyl)amino)methyl)phenyl)ethynyl)benzamide